ethyl (Z)-3-(methylamino)but-2-enoate CN\C(=C/C(=O)OCC)\C